CS(=O)(=O)[O-].C(CCCCCCCCCCC)[N+]1=CC=C(C=C1)CCC 1-Dodecyl-4-propylpyridinium methansulfonat